1,3-difluorobenzene-2,4,5,6-d4 FC1=C(C(=C(C(=C1[2H])[2H])[2H])F)[2H]